4-bromo-6-nitro-1-((2-(trimethylsilyl)ethoxy)methyl)-benzoimidazole-2-carbonitrile BrC1=CC(=CC=2N(C(=NC21)C#N)COCC[Si](C)(C)C)[N+](=O)[O-]